FC1=CC=C(C=C1)NC(C(C)C=1C=C2CCCN(C2=CC1)C(=O)C=1SC(=CN1)C)=O N-(4-fluorophenyl)-2-[1-(5-methyl-1,3-thiazole-2-carbonyl)-1,2,3,4-tetrahydroquinolin-6-yl]propanamide